C1=CC=CC=2C3=CC=CC=C3C(C12)COC(=O)N(C(C(=O)OC(C)(C)C)CCC1=CC=C(C=C1)C(F)(F)F)C tert-Butyl 2-((((9H-fluoren-9-yl)methoxy) carbonyl)(methyl)amino)-4-(4-(trifluoromethyl)phenyl)butanoate